BrC=1C(=C(C=CC1)NC(=O)NC1=CC(=CC(=C1)OC(F)(F)F)NCCN)CO 1-(3-bromo-2-hydroxymethylphenyl)-3-[3-(2-aminoethylamino)-5-trifluoromethoxyphenyl]urea